(3-methoxyphenyl)methanesulfonamide COC=1C=C(C=CC1)CS(=O)(=O)N